FC(C1=C(C=CC(=C1)C(F)(F)F)CC(=O)N(CC=1OC(=NN1)C=1N=NC(=CC1)C1CNCCC1)C1=CC=C(C=C1)F)(F)F [2,4-bis(trifluoromethyl)phenyl]-N-(4-fluorophenyl)-N-({5-[6-(hexahydropyridin-3-yl)-1,2-diazin-3-yl]-1,3,4-oxadiazol-2-yl}methyl)acetamide